ClC=1C=CC(=C(C1)C1=NN(C=C1NC(=O)C=1C=NN2C1N=CC=C2)CCN[C@@H](C)C2=CC=CC=C2)OC(F)F N-[3-[5-chloro-2-(difluoromethoxy)phenyl]-1-(2-[[(1S)-1-phenylethyl]amino]ethyl)-1H-pyrazol-4-yl]pyrazolo[1,5-a]pyrimidine-3-carboxamide